NC1=C(C=CC(=C1)C(=O)OC)OB(O)O (2-amino-4-(methoxycarbonyl)phenyl)boric acid